CN1N=C(C=C1C(=O)N[C@@H](C)C1=NC(=NS1)C1=CC(=NC=C1)C(F)(F)F)C(F)(F)F 2-methyl-N-[(1S)-1-[3-[2-(trifluoromethyl)-4-pyridinyl]-1,2,4-thiadiazol-5-yl]ethyl]-5-(trifluoromethyl)pyrazole-3-carboxamide